(Z)-9,13-tetradecadien CCCCCCCC\C=C/CCC=C